(3-Benzylphenyl)-4-phenylpyrrolidine-3-carboxamide hydrochloride Cl.C(C1=CC=CC=C1)C=1C=C(C=CC1)N1CC(C(C1)C1=CC=CC=C1)C(=O)N